N-methyl-4-(trifluoromethyl)benzamidine CNC(C1=CC=C(C=C1)C(F)(F)F)=N